[K+].OCNCC(=O)[O-] N-hydroxymethyl-glycine potassium salt